(R)-tert-butyl 3-(allyloxy)pyrrolidine-1-carboxylate C(C=C)O[C@H]1CN(CC1)C(=O)OC(C)(C)C